ethyl 1-chloro-4-fluoro-3-methyl-6,7-dihydro-5H-cyclopenta[c]pyridine-6-carboxylate ClC1=NC(=C(C2=C1CC(C2)C(=O)OCC)F)C